ClC=1C(N(C(=CC1OCC1=NC=C(C=C1F)F)C)C1=CC(=NC=C1C)C(=O)O)=O (P)-3-chloro-4-((3,5-difluoropyridin-2-yl)methoxy)-5',6-dimethyl-2-oxo-2H-[1,4'-bipyridine]-2'-carboxylic acid